N-((3-Methoxy-4-methylpyridin-2-yl)methyl)formamide COC=1C(=NC=CC1C)CNC=O